BrC1=CC(=C(C=C1)NC(=O)N[C@@H](C)C=1N(N=CN1)C1=NC=CC=N1)C 1-(4-bromo-2-methyl-phenyl)-3-[(1S)-1-(2-pyrimidin-2-yl-1,2,4-triazol-3-yl)ethyl]urea